N1=CC=C(C=C1)NC(=O)C1=NNC2=CC=C(C=C12)C=1C=NN(C1)C1CCN(CC1)C(=O)OC(C)(C)C tert-butyl 4-(4-(3-(pyridin-4-ylcarbamoyl)-1H-indazol-5-yl)-1H-pyrazol-1-yl)piperidine-1-carboxylate